N-prop-2-ynyl-2H-pyrazole C(C#C)N1NCC=C1